C(C)(C)(C)OC(=O)N1C[C@H]([C@@H](CC1)NC=1N=CC2=C(N1)C(=NN2C)C(C)C)O (3R,4R)-3-hydroxy-4-({3-isopropyl-1-methylpyrazolo[4,3-d]pyrimidin-5-yl}amino)piperidine-1-carboxylic acid tert-butyl ester